5-{3-[2-hydroxy-6-methyl-4-(trifluoromethyl)phenyl]-5-methyl-7H-pyrrolo[2,3-c]pyridazin-7-yl}-3-azabicyclo[3.1.1]heptan-1-ol OC1=C(C(=CC(=C1)C(F)(F)F)C)C1=CC2=C(N=N1)N(C=C2C)C21CNCC(C2)(C1)O